tert-Butyl 6-hydroxy-7-methoxy-1-[(E)-2-(5-methoxy-1-methyl-1H-pyrrolo[2,3-b]pyridin-3-yl)ethenyl]-3,4-dihydroisoquinoline-2(1H)-carboxylate OC=1C=C2CCN(C(C2=CC1OC)\C=C\C1=CN(C2=NC=C(C=C21)OC)C)C(=O)OC(C)(C)C